N1(CCC[C@@]12COCC2)C2=NC1=CC=C(C=C1C=N2)C=O (R)-2-(7-oxa-1-azaspiro[4.4]nonan-1-yl)quinazoline-6-carbaldehyde